7-fluoro-8-methoxy-4-methyl-1H-quinolin-2-one FC1=CC=C2C(=CC(NC2=C1OC)=O)C